2,3,4,6-tetra(9H-carbazol-9-yl)-5-(2,6-diphenylpyrimidin-4-yl)benzonitrile C1=CC=CC=2C3=CC=CC=C3N(C12)C1=C(C#N)C(=C(C(=C1N1C2=CC=CC=C2C=2C=CC=CC12)N1C2=CC=CC=C2C=2C=CC=CC12)C1=NC(=NC(=C1)C1=CC=CC=C1)C1=CC=CC=C1)N1C2=CC=CC=C2C=2C=CC=CC12